COC(=O)C=1[C@@H](C2=C(NC1CF)COC2=O)C2=C(C(=CC=C2)F)[C@@H](C)F.C2(=CC=C(C=C2)N(C2=CC=C(C=CC1=CC=C(C=C1)C1=CC=C(C=C1)C=CC1=CC=C(C=C1)N(C1=CC=C(C=C1)C)C1=CC=C(C=C1)C)C=C2)C2=CC=C(C=C2)C)C 4,4'-bis[4-(di-p-tolylamino)styryl]biphenyl methyl-(R)-4-(3-fluoro-2-((R)-1-fluoroethyl)phenyl)-2-(fluoromethyl)-5-oxo-1,4,5,7-tetrahydrofuro[3,4-b]pyridine-3-carboxylate